4-[2-(5-amino-7-methoxy[1,2,4]triazolo[1,5-c]quinazolin-2-yl)cyclopropyl]-N-methylbenzamide NC1=NC=2C(=CC=CC2C=2N1N=C(N2)C2C(C2)C2=CC=C(C(=O)NC)C=C2)OC